4-phenyl-2-(trifluoromethyl)quinolin-7-amine C1(=CC=CC=C1)C1=CC(=NC2=CC(=CC=C12)N)C(F)(F)F